5'-methyl-4-pentyl-2'-(prop-1-en-2-yl)-[1,1'-biphenyl]-2,6-diyl dipropyl bis(methylphosphonate) CP(OC1=C(C(=CC(=C1)CCCCC)OP(OCCC)(=O)C)C1=C(C=CC(=C1)C)C(=C)C)(OCCC)=O